N-{5-[4-({4'-fluoro-[1,1'-biphenyl]-2-yl}amino)phenyl]-1,3,4-thiadiazol-2-yl}acetamide tert-butyl-4-allyl-4-methylpiperidine-1-carboxylate C(C)(C)(C)OC(=O)N1CCC(CC1)(C)CC=C.FC1=CC=C(C=C1)C1=C(C=CC=C1)NC1=CC=C(C=C1)C1=NN=C(S1)NC(C)=O